FC(OC=1C=C(C2=NC3=C(CCC=4C=C(C(N(C34)CC3=C(C=C(C=C3)OC)OC)=O)C(=O)O)N2C1)OC)F 9-(difluoromethoxy)-1-(2,4-dimethoxybenzyl)-11-methoxy-2-oxo-1,2,5,6-tetrahydropyrido[2',1':2,3]imidazo[4,5-h]quinoline-3-carboxylic acid